3-(4-chloro-3-(trifluoromethyl)phenyl)-8-((6-chloropyridin-3-yl)methyl)pyrido[2,3-d]pyrimidine-2,4(3H,8H)-dione ClC1=C(C=C(C=C1)N1C(N=C2C(C1=O)=CC=CN2CC=2C=NC(=CC2)Cl)=O)C(F)(F)F